3,5-dimethyl-4-methoxypyridine CC=1C=NC=C(C1OC)C